[3-Amino-6-(3-hydroxy-3-methyl-but-1-ynyl)-5-methyl-2-pyridyl]-(7-fluoro-1H-indazol-4-yl)methanone NC=1C(=NC(=C(C1)C)C#CC(C)(C)O)C(=O)C1=C2C=NNC2=C(C=C1)F